tert-butyl 5-amino-4-methyl-3-(pyridin-4-yl)-1H-pyrazole-1-carboxylate NC1=C(C(=NN1C(=O)OC(C)(C)C)C1=CC=NC=C1)C